OC(C)(C)C1=C(C=CC=C1)C(C)(C)O BIS(2-HYDROXY-2-PROPYL)BENZOL